C(#N)CNC(=O)C=1C(=CC(=NC1)C1=CC=C2N1N=CC(=C2)C#N)NC2CCC(CC2)NC(OC)=O Methyl ((1R,4R)-4-((5-((cyanomethyl)carbamoyl)-2-(3-cyanopyrrolo[1,2-b]pyridazin-7-yl)pyridin-4-yl)amino)cyclohexyl)carbamate